4-(4-Methyl-3-pentenyl)-3-cyclohexene-1-carboxaldehyde CC(=CCCC1=CCC(CC1)C=O)C